5-(tert-butyl)-N-(3-fluoro-2-methyl-4-(6-morpholinopyrrolo[2,1-f][1,2,4]triazin-4-yl)benzyl)-1,2,4-oxadiazole-3-carboxamide C(C)(C)(C)C1=NC(=NO1)C(=O)NCC1=C(C(=C(C=C1)C1=NC=NN2C1=CC(=C2)N2CCOCC2)F)C